C1(=CC=CC=C1)N1C(NC2=NC=NC=C2C1)=O 3-phenyl-dihydropyrimido[4,5-d]pyrimidinone